N1C(CCC2CCNCC12)=O 1,3,4,4a,5,6,8,8a-octahydro-1,7-naphthyridin-2-one